(S)-5-bromo-N-(2,4-dimethoxybenzyl)-2-fluoro-4-((1-phenylpropyl)amino)-N-(thiazol-2-yl)benzenesulfonamide BrC=1C(=CC(=C(C1)S(=O)(=O)N(C=1SC=CN1)CC1=C(C=C(C=C1)OC)OC)F)N[C@@H](CC)C1=CC=CC=C1